C(C)(=O)N1CCN(CC1)CCC1=CC=C(C=C1)B1OC(C(O1)(C)C)(C)C 1-acetyl-4-(4-(4,4,5,5-tetramethyl-1,3,2-dioxaborolan-2-yl)phenethyl)piperazine